FC(F)C1=C(C#N)C=CC=N1 (difluoromethyl)nicotinonitrile